C(C1=CC=CC=C1)OC=1C=C(C=CC1OC)C1=CC2=C(C=N1)N(C(N2C2=CC(=C(C(=C2)OC)OC)OC)=O)C(=O)C2CC2 6-(3-(benzyloxy)-4-methoxyphenyl)-3-(cyclopropanecarbonyl)-1-(3,4,5-trimethoxyphenyl)-1,3-dihydro-2H-imidazo[4,5-c]pyridin-2-one